BrC=1C=C(C(=NC1)C(=O)N(C)C1CC1)C(F)F 5-bromo-N-cyclopropyl-3-(difluoromethyl)-N-methylpyridineamide